C(C)(C)(C)OC(NC1C(N(CCC1)C1=C(C(=C(C=C1)C1=C(C=CC=C1)P(=O)(C)C)F)F)=O)=O (1-(2'-(dimethylphosphoryl)-2,3-difluoro-[1,1'-biphenyl]-4-yl)-2-oxopiperidin-3-yl)carbamic acid tert-butyl ester